CN1N=CC=C1C1=CC(=NC=N1)N1CCC(CC1)C(=O)N1OCC[C@H]1C=1C=NC(=CC1)C [1-[6-(2-methylpyrazol-3-yl)pyrimidin-4-yl]-4-piperidyl]-[(3S)-3-(6-methyl-3-pyridyl)isoxazolidin-2-yl]methanone